ClC1=NN(C=C1C(=O)OCC)CS(=O)(=O)C ethyl 3-chloro-1-((methylsulfonyl) methyl)-1H-pyrazole-4-carboxylate